CC=1C=CC=C2C(NC(=NC12)CSC1CCC(CC1)C(=O)N)=O 4-(((8-methyl-4-oxo-3,4-dihydro-quinazolin-2-yl)methyl)thio)cyclohexane-1-carboxamide